CC1(CCC(CC1)C1=NNC=C1CC(CN)NC)C 1-((3-(4,4-dimethylcyclohexyl)-1H-pyrazol-4-yl)methyl)-N1-methyl-ethane-1,2-diamine